ClC=1C=C2C=C(NC2=CC1OCC=1N=CSC1Cl)CNC(=O)C1(CC1)C N-((5-chloro-6-((5-chlorothiazol-4-yl)methoxy)-1H-indol-2-yl)methyl)-1-methylcyclopropane-1-carboxamide